perfluoro-tetradecyl phosphate P(=O)(OC(C(C(C(C(C(C(C(C(C(C(C(C(C(F)(F)F)(F)F)(F)F)(F)F)(F)F)(F)F)(F)F)(F)F)(F)F)(F)F)(F)F)(F)F)(F)F)(F)F)([O-])[O-]